cobalt acetate C(C)(=O)[O-].[Co+2].C(C)(=O)[O-]